[2'-(methylamino)-2-biphenylyl]palladium(II) CNC1=C(C=CC=C1)C1=C(C=CC=C1)[Pd+]